C(C)OC(=O)[C@H]1CN(CC1)C=1C=NC=CC1 1-Pyridin-3-yl-pyrrolidine-3(R)-carboxylic acid ethyl ester